1-nonyl-2-propylpyrrolidinium fluoride salt [F-].C(CCCCCCCC)[NH+]1C(CCC1)CCC